6-(3,5-dimethoxyphenyl)-N-(2-methoxyethyl)-2-(methylthio)pyrido[3,4-d]pyrimidine-8-amine COC=1C=C(C=C(C1)OC)C1=CC2=C(N=C(N=C2)SC)C(=N1)NCCOC